5-(2-methyl-4-phenoxyphenyl)-N-((1r,2r)-2-(methylamino)cyclopentyl)-4-oxo-4,5-dihydro-3H-1-thia-3,5,8-triazaacenaphthylene-2-carboxamide CC1=C(C=CC(=C1)OC1=CC=CC=C1)N1C(NC2=C(SC=3N=CC=C1C32)C(=O)N[C@H]3[C@@H](CCC3)NC)=O